S(=O)=O Sulphur di-oxide